C(C)(C)(C)C1=CC(=C(C=C1)B1OC(C(O1)(C)C)(C)C)C 2-(4-(tert-butyl)-2-methylphenyl)-4,4,5,5-tetramethyl-1,3,2-dioxaborolane